CN1N=C2C(=CC(=CC2=C1)C1=CC2=C(C=N1)N=C(S2)NC2CC1CCC(C2)N1C)C#N 2-methyl-5-(2-{[(3-exo)-8-methyl-8-azabicyclo[3.2.1]oct-3-yl]amino}[1,3]thiazolo[4,5-c]pyridin-6-yl)-2H-indazole-7-carbonitrile